3-(2-amino-6-(1-((5-methyl-1H-indol-3-yl)methyl)-1H-1,2,3-triazol-4-yl)pyrimidin-4-yl)2-methylbenzonitrile NC1=NC(=CC(=N1)C=1C(=C(C#N)C=CC1)C)C=1N=NN(C1)CC1=CNC2=CC=C(C=C12)C